4-(furo[3,2-c]pyridin-4-yl)-N-(3-methyl-4-sulfamoylphenyl)benzamide O1C=CC=2C(=NC=CC21)C2=CC=C(C(=O)NC1=CC(=C(C=C1)S(N)(=O)=O)C)C=C2